3-BROMO-5-FLUORO-1H-INDOLE-2-CARBALDEHYDE BrC1=C(NC2=CC=C(C=C12)F)C=O